2,5-dihydroxyphenylacetic acid (homogentisate) C(CC=1C(O)=CC=C(O)C1)(=O)O.OC1=C(C=C(C=C1)O)CC(=O)O